C(CCC)[Sn](C1=NC=CC(=N1)OC)(CCCC)CCCC tributyl-(4-methoxypyrimidin-2-yl)stannane